FC=1C(=C(C=CC1)C1CCN(CC1)C(=O)C1=NNC2=C1CN(CC2)CC(F)(F)F)C(F)(F)F (4-(3-fluoro-2-(trifluoromethyl)phenyl)piperidin-1-yl)(5-(2,2,2-trifluoroethyl)-4,5,6,7-tetrahydro-1H-pyrazolo[4,3-c]pyridin-3-yl)methanone